(R)-styrene oxide C1[C@@H](C2=CC=CC=C2)O1